[2H]C(OC1=C(OC2=C(C(=O)NC3=CC(=NC=C3)C(=O)N)C=CC(=C2)OC(F)(F)F)C=CC(=C1)OC(F)(F)F)([2H])[2H] 4-[[2-[2-(Trideuteriomethoxy)-4-(trifluoromethoxy)phenoxy]-4-(trifluoromethoxy)benzoyl]amino]pyridine-2-carboxamide